N-[(2R)-2-(2-Chloropyrimidin-5-yl)-2-fluoroethyl]carbamic acid tert-butyl ester C(C)(C)(C)OC(NC[C@H](F)C=1C=NC(=NC1)Cl)=O